tert-Butyl 3-(8-amino-1-(4-(((2-chlorophenyl)methyl)sulfonamido)-3-fluorophenyl)-3-isopropyl-N-methylimidazo[1,5-a]pyrazine-5-carboxamido)pyrrolidine-1-carboxylate NC=1C=2N(C(=CN1)C(=O)N(C)C1CN(CC1)C(=O)OC(C)(C)C)C(=NC2C2=CC(=C(C=C2)NS(=O)(=O)CC2=C(C=CC=C2)Cl)F)C(C)C